3,5-dimethoxy-N-(quinolin-8-yl)benzamide COC=1C=C(C(=O)NC=2C=CC=C3C=CC=NC23)C=C(C1)OC